2-Tert-butyl-5-methylbenzene-1,3-diol C(C)(C)(C)C1=C(C=C(C=C1O)C)O